2-methyl-3-[1-(2,2,2-trifluoroethyl)pyrazol-4-yl]propylmethanesulfonate CC(CCS(=O)(=O)[O-])CC=1C=NN(C1)CC(F)(F)F